tert-butyl 3,5-difluoro-4-(1-((3-iodo-1-(tetrahydro-2H-pyran-2-yl)-1H-indazol-5-yl) oxy) ethyl)-1H-pyrrolo[2,3-b]pyridine-1-carboxylate FC1=CN(C2=NC=C(C(=C21)C(C)OC=2C=C1C(=NN(C1=CC2)C2OCCCC2)I)F)C(=O)OC(C)(C)C